[Cl-].ClCCC[N+](CC)(CC)CC 3-chloropropyltriethylammonium chloride